3-Bromo-2-fluoro-6-methylbenzonitrile BrC=1C(=C(C#N)C(=CC1)C)F